BrC1=NNC2=NC(=NC(=C21)C#N)N2CCC(CC2)(CS(=O)(=O)C)NS(=O)C(C)(C)C N-(1-(3-bromo-4-cyano-1H-pyrazolo[3,4-d]pyrimidin-6-yl)-4-((methylsulfonyl)methyl)piperidin-4-yl)-2-methylpropan-2-sulfinamide